C(CCCCCCC)NC(OC1=CC(=CC=C1)C=1C=NC=C(C1)C=O)=O 3-(5-formylpyridin-3-yl)phenyl octylcarbamate